N1=C(C=CC=C1CC#N)CC#N 6-pyridinediacetonitrile